1,1-diethyl-3,3-dipropylguanidine C(C)N(C(=N)N(CCC)CCC)CC